4-fluoro-N-{[6-fluoro-5-(propan-2-yl)pyridin-2-yl](phenyl)methyl}-1-[2-(4-methyl-5-oxo-4,5-dihydro-1H-1,2,4-triazol-3-yl)acetyl]pyrrolidine-2-carboxamide FC1CC(N(C1)C(CC1=NNC(N1C)=O)=O)C(=O)NC(C1=CC=CC=C1)C1=NC(=C(C=C1)C(C)C)F